C(C)(C)(C)C1CCC(CC1)C(=O)O[C@@H]1[C@](O[C@H](C1)N1C2=NC(=NC(=C2N=C1)N)F)(CO)C#C (2R,3S,5R)-5-(6-amino-2-fluoro-9H-purin-9-yl)-2-ethynyl-2-(hydroxymethyl)tetrahydrofuran-3-yl (1r,4S)-4-(tert-butyl)cyclohexane-1-carboxylate